ClC=1C=C(C=CC1C#N)OC1CCC(CC1)C(=O)O 4-[(3-chloro-4-cyanophenyl)oxy]cyclohexane-1-carboxylic acid